CO[C@H]1C[C@H](C1)NC=1N=CC2=C(N1)NC=C2C2=NC=1N(C=C2)N=CC1 N-(cis-3-Methoxycyclobutyl)-5-(pyrazolo[1,5-a]pyrimidin-5-yl)-7H-pyrrolo[2,3-d]pyrimidin-2-amine